C(#N)C1=C(C=C(C=C1)C1=CC(=NN1C1=CC=C(C=C1)N1CCN(CC1)C)C(=O)O)F 5-(4-cyano-3-fluorophenyl)-1-(4-(4-methylpiperazin-1-yl)phenyl)-1H-pyrazole-3-carboxylic acid